C(C1=CC=CC=C1)OCC1(N(C(CC1)C)C(=O)OC(C)(C)C)C(=O)OCC 1-tert-butyl 2-ethyl 2-((benzyloxy) methyl)-5-methylpyrrolidine-1,2-dicarboxylate